(R)-4-((1-(3-(difluoromethyl)-2-fluorophenyl)ethyl)amino)-2,6-dimethyl-6H-[1,4]oxazino[3,2-g]quinazolin-7(8H)-one FC(C=1C(=C(C=CC1)[C@@H](C)NC1=NC(=NC2=CC3=C(C=C12)N(C(CO3)=O)C)C)F)F